BrC1=CC=C2C(=NNC(C2=C1)=O)OC(F)F 7-bromo-4-(difluoromethoxy)phthalazin-1(2H)-one